3-cyano-N-(3-((4-methylpiperazin-1-yl)methyl)-5-(trifluoromethyl)phenyl)-4-propylbenzamide C(#N)C=1C=C(C(=O)NC2=CC(=CC(=C2)C(F)(F)F)CN2CCN(CC2)C)C=CC1CCC